CC1(OB(OC1(C)C)C1=CCCN(C1)C(=O)OC(C)(C)C)C tert-butyl 5-(4,4,5,5-tetramethyl-1,3,2-dioxaborolan-2-yl)-3,6-dihydropyridine-1(2H)carboxylate